(E)-3-(1-(cyclopropylmethyl)-1H-indazol-5-yl)-N-(2-nitrophenyl)acrylamide C1(CC1)CN1N=CC2=CC(=CC=C12)/C=C/C(=O)NC1=C(C=CC=C1)[N+](=O)[O-]